N-dodecyl-N-(2-(4-methylpiperazin-1-yl)ethyl)dodecane-1-amine C(CCCCCCCCCCC)N(CCCCCCCCCCCC)CCN1CCN(CC1)C